OCC1C(CCCC1)=O 2-(hydroxymethyl)cyclohexan-1-one